4'-[1,4-butanediylbis(oxymethylene)]bis[1,3-dioxolan-2-one] C(CCCOCC1OC(OC1)=O)OCC1OC(OC1)=O